ClC1=C(C=C2C=C(N=CC2=C1)NC(=O)[C@H]1[C@@H](C1)C=1C=NN(C1)C)C1CCN(CC1)[C@@]1(COC[C@@H]1F)C (1R,2R)-N-(7-chloro-6-(1-((3R,4R)-4-fluoro-3-methyltetrahydrofuran-3-yl)piperidin-4-yl)isoquinolin-3-yl)-2-(1-methyl-1H-pyrazol-4-yl)cyclopropane-1-carboxamide